NC1=C(C=C(C=C1)C1=NC=2C=NC(=NC2N(C1=O)C(C)C)SC)F 6-(4-amino-3-fluoro-phenyl)-8-isopropyl-2-methylsulfanyl-pteridin-7-one